3-amino-methyl-ethyl-methyl-1,3-bis(4-amino-butyl)disiloxane N[Si](O[Si](CCCCN)(C)CC)(CCCCN)C